O[C@@H]([C@@H](C(=O)N)N1C(C2(C1)NCCCC2)=O)C (2S,3R)-3-hydroxy-2-(1-oxo-2,5-diazaspiro[3.5]nonan-2-yl)butanamide